FC1=C(C=C2C=NN(C2=C1)C)C(=O)O 6-fluoro-1-methyl-indazole-5-carboxylic acid